cobalt 4,4-dimethylpentanoate CC(CCC(=O)[O-])(C)C.[Co+2].CC(CCC(=O)[O-])(C)C